N-[(3R)-1-[2-[6-[3-(Difluoromethyl)-4-fluoro-phenyl]pyrazolo[4,3-b]pyridin-1-yl]acetyl]pyrrolidin-3-yl]acetamide FC(C=1C=C(C=CC1F)C=1C=C2C(=NC1)C=NN2CC(=O)N2C[C@@H](CC2)NC(C)=O)F